(R)-6-(3-(2,3-difluorophenyl)isoxazolidin-2-yl)-N-(2-methoxy-4-(4-methylpiperazin-1-yl)-5-vinyl-phenyl)pyrimidin-4-amine FC1=C(C=CC=C1F)[C@@H]1N(OCC1)C1=CC(=NC=N1)NC1=C(C=C(C(=C1)C=C)N1CCN(CC1)C)OC